benzyl (2-methyl-2-(4-(1-(4-(trifluoromethoxy)phenyl)-1H-1,2,4-triazol-3-yl)phenyl)propyl)carbamate CC(CNC(OCC1=CC=CC=C1)=O)(C)C1=CC=C(C=C1)C1=NN(C=N1)C1=CC=C(C=C1)OC(F)(F)F